O1N=NC(C(C1=O)=O)=O Oxadiazinetrione